OC1COCCC1N(CCCCCCCC(=O)N(CCCCCCCCCC)CCCCCCCCCC)CCCCCCCC(=O)N(CCCCCCCCCC)CCCCCCCCCC 8,8'-((3-hydroxy-tetrahydro-2H-pyran-4-yl)azane-diyl)bis(N,N-didec-yloctanamide)